(S)-(4,6-Difluoro-1H-indazol-3-yl)(2,7-dimethyl-3-(1-methyl-5-(trifluoromethyl)-1H-pyrazol-4-yl)-2,4,5,7-tetrahydro-6H-pyrazolo[3,4-c]pyridin-6-yl)methanone FC1=C2C(=NNC2=CC(=C1)F)C(=O)N1[C@H](C=2C(CC1)=C(N(N2)C)C=2C=NN(C2C(F)(F)F)C)C